Cl.NC(CCC1=CC(=C(C=C1)CN(C(O)=O)C)OC(F)(F)F)(C)C.CNC dimethylamine 4-(3-amino-3-methylbutyl)-2-(trifluoromethoxy)phenyl-dimethylcarbamate hydrochloride